C(CCC)N(C(=O)NC=1C(=CC(=C(C(=O)N)C1)F)F)C1CCN(CC1)CC=1C(=NC(=CC1)OC1=CC=C(C=C1)C(NC)=O)C 5-({butyl[1-({2-methyl-6-[4-(methylcarbamoyl)phenoxy]-3-pyridinyl}methyl)-4-piperidinyl]carbamoyl}amino)-2,4-difluorobenzamide